1-(4-bromo-2-nitrophenyl)-1H-pyrazole BrC1=CC(=C(C=C1)N1N=CC=C1)[N+](=O)[O-]